C(CCC)O[Sn](OCCCC)(OCCCC)OCCCC tetrabutoxytin